tert-butyl 3-(3-(ethoxycarbonyl)cyclohexyl)benzoate C(C)OC(=O)C1CC(CCC1)C=1C=C(C(=O)OC(C)(C)C)C=CC1